methyl 2-[2-(2-chloroethoxy)ethoxy]acetate ClCCOCCOCC(=O)OC